C(C)C(COC1=C(C=CC=C1)CCCN)CC 3-(2-ethylbutoxyphenyl)propan-1-amine